NC1=NC=2C=CC=CC2C2=C1N=C(N2CC(CC(C)=O)(C)C)CCC 5-(4-amino-2-propyl-1H-imidazo[4,5-c]quinolin-1-yl)-4,4-dimethylpentan-2-one